C(CCC)N(CCCC)CC1=C(C=C(C=C1F)C1=CC=2C(=NC=CC2C=2C=C3C(=NNC3=CC2)N)N1)F 5-(2-(4-((Dibutylamino)methyl)-3,5-difluorophenyl)-1H-pyrrolo[2,3-b]pyridin-4-yl)-1H-indazol-3-amine